3-(4-bromophenyl)-8-methoxy-2-(trifluoromethyl)-4H-pyrido[1,2-a]pyrimidin-4-one BrC1=CC=C(C=C1)C1=C(N=C2N(C1=O)C=CC(=C2)OC)C(F)(F)F